C(C)NNC(C1=CC(=C(C=C1)CC1=CNC2=CC=C(C=C12)[N+](=O)[O-])OC)=O N'-ethyl-3-methoxy-4-((5-nitro-1H-indol-3-yl)methyl)benzoyl-hydrazine